methyl 4-[(2S)-3-benzyloxy-2-hydroxy-propoxy]-3-nitro-thiophene-2-carboxylate C(C1=CC=CC=C1)OC[C@@H](COC=1C(=C(SC1)C(=O)OC)[N+](=O)[O-])O